BrC1=C(C=C2NC(C=3N(C2=C1)C=NC3)=O)F 8-bromo-7-fluoroimidazo[1,5-a]quinoxalin-4(5H)-one